2,2'-((3-fluoro-5-methoxybenzyl)azanediyl)bis(ethan-1-ol) FC=1C=C(CN(CCO)CCO)C=C(C1)OC